C12(CC3CC(CC(C1)C3)C2)CC(=O)NN2C(C3=CC=CC=C3C(=N2)C2=CC=C(C=C2)Br)=O 2-(1-adamantyl)-N-[4-(4-bromophenyl)-1-oxophthalazin-2(1H)-yl]acetamide